OC(C)(C)C1=NC=CC(=C1)C1=C2C(=NC=C1)C=C(O2)C=2C=C(C(=O)N(C)C)C=CC2 3-(7-(2-(2-hydroxypropan-2-yl)pyridin-4-yl)furo[3,2-b]pyridin-2-yl)-N,N-dimethylbenzamide